((1S,5S)-3-benzyl-3-azabicyclo[3.1.0]hexan-1-yl)methanol C(C1=CC=CC=C1)N1C[C@@]2(C[C@@H]2C1)CO